4-chloro-6-methyl-1-(p-toluenesulfonyl)pyrrolo[2,3-b]pyridine-2-carboxylic acid ClC1=C2C(=NC(=C1)C)N(C(=C2)C(=O)O)S(=O)(=O)C2=CC=C(C)C=C2